C12C(CC(C=C1)C2)COC(=O)C2C1C=CC(C2)C1 Bicyclo[2.2.1]hept-5-ene-2-carboxylic acid bicyclo[2.2.1]hept-5-en-2-ylmethyl ester